C(C)(=O)C1=C(C=C2C(=CC=NC2=C1)N[C@H](C)C1=C(C(=CC=C1)C(F)F)F)C1(CCN(CC1)C(C)=O)OC (R)-1-(4-(7-Acetyl-4-((1-(3-(difluoromethyl)-2-fluorophenyl)ethyl)amino)quinoline-6-yl)-4-methoxypiperidin-1-yl)ethan-1-one